C(C)CC(CC(=O)[O-])=O.C(C)CC(CC(=O)[O-])=O.C(C)CC(CC(=O)[O-])=O.CC(C)(C)[O-].[Zr+4] zirconium mono-tert-butoxide tris(ethylacetoacetate)